COC(=O)C=1C(OC2=CC=C(C(=C2C1CC1=CC=CC=C1)C=1SC(=C(N1)C)C)Cl)=O (4,5-dimethylthiazol-2-yl)(phenyl)methyl-6-chloro-2-oxo-2H-chromene-3-carboxylic acid methyl ester